ClC=1C=C2C(=NC1)COC2=O 3-chlorofuro[3,4-b]pyridin-5(7H)-one